3-[1-(4-fluorobenzoyl)piperidin-4-yl]phenoxy-2-methyl-propanoic acid FC1=CC=C(C(=O)N2CCC(CC2)C=2C=C(OC(C(=O)O)(C)C)C=CC2)C=C1